ClC1=CC=C(N=N1)N1[C@H]2[C@@H](CC1C=O)CN(C2)C |r| rac-(3aS,6aS)-1-(6-chloropyridazin-3-yl)-5-methyl-2,3,3a,4,6,6a-hexahydropyrrolo[3,4-b]pyrroleFormaldehyde